2-chloro-N-(3,4-dimethylphenyl)acetamide CC1=C(C=C(C=C1)NC(=O)CCl)C